N,N-diethylsulfamoyl chloride C(C)N(S(=O)(=O)Cl)CC